2-methyl-N-(2,5-oxazol-3-yl)benzamide CC1=C(C(=O)NC=2OC=NC2)C=CC=C1